2-methyl-1-phenylpropan-2-yl 3-[5-bromo-3-(ethylsulfanyl)pyridin-2-yl]-2-[3-nitro-5-(trifluoromethyl) pyridin-2-yl]-3-oxopropanoate BrC=1C=C(C(=NC1)C(C(C(=O)OC(CC1=CC=CC=C1)(C)C)C1=NC=C(C=C1[N+](=O)[O-])C(F)(F)F)=O)SCC